(1,5-cyclooctadiene) iridium (I) dichloride [Ir-](Cl)Cl.C1=CCCC=CCC1